tert-butyl 5-(3-amino-2-fluorophenyl)-3-(2-(tert-butoxy)-2-oxoethoxy)-4-chlorothiophene-2-carboxylate NC=1C(=C(C=CC1)C1=C(C(=C(S1)C(=O)OC(C)(C)C)OCC(=O)OC(C)(C)C)Cl)F